4-([1,1'-biphenyl]-3-yl)-2-amino-6-(2-hydroxyethoxy)pyridine-3,5-dicarbonitrile C1(=CC(=CC=C1)C1=C(C(=NC(=C1C#N)OCCO)N)C#N)C1=CC=CC=C1